C(C)(C)(C)[Si](C)(C)OCC1(N(CC1OC)C)C tert-butyl-[(3-methoxy-1,2-dimethyl-azetidin-2-yl)methoxy]-dimethyl-silane